FC=1C(=C(C=C(C1)CC(C)C)N1CCN(CC1)C(C)C1=NC=CC=C1)C=1N=NNN1 1-[3-fluoro-5-isobutyl-2-(2H-tetrazol-5-yl)phenyl]-4-[1-(2-pyridyl)-ethyl]piperazine